Trans-1-(4-(3,4-difluorophenyl)-1-(2-methoxyethyl)pyrrolidin-3-yl)-3-(3-isopropyl-1-phenyl-1H-pyrazol-5-yl)urea FC=1C=C(C=CC1F)[C@H]1[C@@H](CN(C1)CCOC)NC(=O)NC1=CC(=NN1C1=CC=CC=C1)C(C)C